N-(6-bromoindan-5-yl)acetamide BrC1=C(C=C2CCCC2=C1)NC(C)=O